8-((tert-butoxycarbonyl)(2-hydroxyethyl)amino)-2-cyano-7,8-dihydro-1,6-naphthyridine-6(5H)-carboxylic acid tert-butyl ester C(C)(C)(C)OC(=O)N1CC=2C=CC(=NC2C(C1)N(CCO)C(=O)OC(C)(C)C)C#N